2-hydroxy-salicylamide OC1(C(C(=O)N)C=CC=C1)O